C(C1=CC=CC=C1)N1CCC(CC1)(N)C1=C(C=CC(=C1)F)F 1-benzyl-4-(2,5-difluorophenyl)piperidin-4-amine